3-[8-Amino-6-(3-methylphenyl)imidazo[1,2-a]pyrazin-3-yl]-N-(trans-4-hydroxycyclohexyl)-4-methylbenzenesulfonamide NC=1C=2N(C=C(N1)C1=CC(=CC=C1)C)C(=CN2)C=2C=C(C=CC2C)S(=O)(=O)N[C@@H]2CC[C@H](CC2)O